1,3-diethyl-N-((1r,2s)-2-ethyl-1-methylcyclopropyl)-2,4-dioxo-1,2,3,4-tetrahydroquinazoline-6-sulfonamide C(C)N1C(N(C(C2=CC(=CC=C12)S(=O)(=O)N[C@]1([C@H](C1)CC)C)=O)CC)=O